2-(2,5-dimethyl-1H-pyrrol-1-yl)-4-methylthiophene-3-carbonitrile CC=1N(C(=CC1)C)C=1SC=C(C1C#N)C